C1NCC12CCC(CC2)NC2=CC=C1C(=NN(C1=C2F)C)C2C(NC(CC2)=O)=O 3-(6-((2-azaspiro[3.5]nonan-7-yl)amino)-7-fluoro-1-methyl-1H-indazol-3-yl)piperidine-2,6-dione